C(C)OC(=O)[C@@H]1[C@@H]2CC[C@H](CN1S(=O)(=O)N1CCC(CC1)OC1=CC=C(C=C1)Cl)N2.CNC2CCCCC2 4-(methylamino)cyclohexane (1S,2S,5R)-ethyl-3-((4-(4-chlorophenoxy)piperidin-1-yl)sulfonyl)-3,8-diazabicyclo[3.2.1]octane-2-carboxylate